C(C)OCCCC(=O)O.C(C)(=O)O acetate (2-ethoxyethyl acetate)